(4-nitrophenyl) propyl carbonate C(OC1=CC=C(C=C1)[N+](=O)[O-])(OCCC)=O